FOF PERFLUOROETHER